1-(1,3-Dimethyl-1H-pyrazol-4-yl)-7-methoxy-3-methyl-8-(3-fluoro-1-methyl-1H-pyrazol-4-yl)-1,3-dihydroimidazo[4,5-c]quinolin-2-one CN1N=C(C(=C1)N1C(N(C=2C=NC=3C=C(C(=CC3C21)C=2C(=NN(C2)C)F)OC)C)=O)C